2-[4-[(3S)-3-(5-Cyano-3-pyridyl)isoxazolidine-2-carbonyl]-1-piperidyl]-5-methyl-pyrimidine-4-carboxamide C(#N)C=1C=C(C=NC1)[C@H]1N(OCC1)C(=O)C1CCN(CC1)C1=NC=C(C(=N1)C(=O)N)C